CC(COCCC)OCC(C)N 1-(1-Methyl-2-propoxyethoxy)-2-propanamin